C1(CC1)C1=NN(C=N1)C1CC2(CN(C2)C(=O)N2CC3(C2)CN(C3)CC3=NC(=NO3)C(F)(F)F)C1 [6-(3-cyclopropyl-1,2,4-triazol-1-yl)-2-azaspiro[3.3]heptan-2-yl]-[6-[[3-(trifluoromethyl)-1,2,4-oxadiazol-5-yl]methyl]-2,6-diazaspiro[3.3]heptan-2-yl]methanone